(R)-6-chloro-5-fluoro-1'-(2-((R)-1-(4-fluorophenyl)propyl)-1H-imidazole-5-carbonyl)spiro[benzo[d][1,3]oxazine-4,3'-piperidine]-2(1H)-one ClC1=C(C2=C(NC(O[C@@]23CN(CCC3)C(=O)C3=CN=C(N3)[C@H](CC)C3=CC=C(C=C3)F)=O)C=C1)F